N-methylmethylamine-hydrochloride Cl.CNC